N'-[5-(difluoromethyl)-2-methyl-6-(1-methyl-2-propoxy-ethoxy)-3-pyridyl]-N-ethyl-N-methyl-formamidine FC(C=1C=C(C(=NC1OC(COCCC)C)C)N=CN(C)CC)F